dichloro(methyl)propylsilane 7-(8-ethylnaphthalen-1-yl)-2-((hexahydro-1H-pyrrolizin-7a-yl)methoxy)-5,6,7,8-tetrahydropyrido[3,4-d]pyrimidin-4-yl-4-methylbenzenesulfonate C(C)C=1C=CC=C2C=CC=C(C12)N1CC=2N=C(N=C(C2CC1)OS(=O)(=O)C1=CC=C(C=C1)C)OCC12CCCN2CCC1.Cl[Si](CCC)(C)Cl